N,N,5-trimethyl-1-naphthalenamine CN(C1=CC=CC2=C(C=CC=C12)C)C